4-hydroxy-3-(5-(2-((2-(trimethylsilyl)ethoxy)methyl)-2H-tetrazol-5-yl)pyridin-3-yl)phenyl cyclohexylcarbamate C1(CCCCC1)NC(OC1=CC(=C(C=C1)O)C=1C=NC=C(C1)C=1N=NN(N1)COCC[Si](C)(C)C)=O